COC1=C(C2=C(C=N1)C(=CN2)C)C2=NN(C=C2)C 6-methoxy-3-methyl-7-(1-methyl-1H-pyrazol-3-yl)-1H-pyrrolo[3,2-c]pyridine